C(C)(C)(C)NC(CN(C=1C2=C(N=C(N1)C1=CC3=C(C=N1)SC=N3)CCC2)C)=O N-tert-butyl-2-[methyl(2-{[1,3]thiazolo[5,4-c]pyridin-6-yl}-5H,6H,7H-cyclopenta[d]pyrimidin-4-yl)amino]acetamide